Isoquinolinehydrazide cis-methyl-2-[4-[(3,3-dimethylmorpholin-4-yl)methyl]phenyl]-1,2,3,4,4a,5,7,7a-octahydrofuro[3,4-b]pyridine-3-carboxylate COC(=O)C1CC2C(NC1C1=CC=C(C=C1)CN1C(COCC1)(C)C)COC2.C2(=NC=CC1=CC=CC=C21)C(=O)NN